[Cl].O(CC)N ethoxyl-ammonia chlorine